[2H][2H] dideuterium